CN(C)C=C 1-(N,N-dimethylamino)ethylene